C(CCC(=O)O)(=O)O.CN N-methylamine succinate